COC1=C(C(=O)N[C@@H](CO)C(=O)O)C=CC(=C1OC)OC 2,3,4-trimethoxybenzoyl-serine